C(C=C)[Pd]OS(=O)(=O)C(F)(F)F allyl-(trifluoromethylsulfonyloxy)palladium